OCCOCCCOCCCCCOC=1C=C(C=CC1)[C@@H](C)NS(=O)(=O)C1=C(C=CC=C1)[N+](=O)[O-] (R)-N-(1-(3-(5-(3-(2-hydroxyethoxy)propoxy)pentyloxy)phenyl)ethyl)-2-nitrobenzenesulfonamide